BrC=1C=C(C(N2[C@H]([C@H](CCC12)NS(=O)(=O)C)COC1CCC(CC1)CC)=O)C |o1:6,7| rel-N-[(3S,4R)-9-bromo-4-({[(1s,4S)-4-ethylcyclohexyl]oxy}methyl)-7-methyl-6-oxo-1,3,4,6-tetrahydro-2H-quinolizin-3-yl]methanesulfonamide